C(C)(C)(C)C1=CC=C(C=N1)C(=O)NCC#CC=1N(C2=CC=CC(=C2C1)NC1CCN(CC1)C)CC(F)(F)F 6-tert-butyl-N-(3-{4-[(1-methylpiperidin-4-yl)amino]-1-(2,2,2-trifluoroethyl)-1H-indol-2-yl}prop-2-yn-1-yl)pyridine-3-carboxamide